3a,4,5,6,7,7a-hexahydro-l-4,7-methanoinden-6-yl acetate C(C)(=O)OC1CC2C3C=CCC3C1C2